CN(CCNC(=O)C1=C(C(=O)O)C=CC=C1)C (β-(dimethylamino)ethyl)aminocarbonyl-benzoic acid